BrC=1C=C(C=NC1)C(C(F)(F)F)O 1-(5-bromo-3-pyridyl)-2,2,2-trifluoro-ethanol